(E)-N'-{[2-chloro-1-(2-ethoxyethyl)-6-methoxy-1H-indol-3-yl]methylene}-5-methylbenzofuran-2-carbohydrazide ClC=1N(C2=CC(=CC=C2C1\C=N\NC(=O)C=1OC2=C(C1)C=C(C=C2)C)OC)CCOCC